Bis-EthylhexyloxyPhenol CCCCCCOC1=C(C=CC(=C1CC)CC)O